ClC=1C=CC(=NC1)C1(OC2=C(O1)C=CC=C2C=2C=C(C(=NC2)CC2=NC1=C(N2C[C@H]2OCC2)C=C(C=C1)C(=O)O)F)C 2-((5-(2-(5-chloropyridin-2-yl)-2-methylbenzo[d][1,3]dioxol-4-yl)-3-fluoropyridin-2-yl)methyl)-1-(((S)-oxetan-2-yl)methyl)-1H-benzo[d]imidazole-6-carboxylic acid